COC(=O)C=1C(=CC=CC1)C1=CC(=CC(=C1)CC1=NC=CC2=CC=CC=C12)C=1C(=CC=CC1)C(=O)OC 5'-(isoquinolin-1-ylmethyl)-[1,1':3',1''-terphenyl]-2,2''-dicarboxylic acid dimethyl ester